dibenzoyl-(D)-tartrate C(C1=CC=CC=C1)(=O)[C@@]([C@@](C(=O)[O-])(O)C(C1=CC=CC=C1)=O)(O)C(=O)[O-]